COC=1C=C(C=C(C1)OC)C#CC1=CC=CC=C1 (1-(2-(3,5-dimethoxyphenyl)ethynyl))benzene